FC1([C@@H]([C@H](CCC1)N1CCN(CC1)C(C)C)NC(=O)N1CCC(CC1)(C1=NOC(=N1)[C@H]1[C@H](C1)C)C)F N-{(1R,6S)-2,2-difluoro-6-[4-(propan-2-yl)piperazin-1-yl]cyclohexyl}-4-methyl-4-{5-[(1R,2S)-2-methylcyclopropyl]-1,2,4-oxadiazol-3-yl}piperidine-1-carboxamide